3-[5-Amino-3-(2-amino-6-methyl-4-pyridyl)pyrazolo[1,5-a]pyrimidin-2-yl]benzonitrile NC1=NC=2N(C=C1)N=C(C2C2=CC(=NC(=C2)C)N)C=2C=C(C#N)C=CC2